2-(6-chloro-1-(3-fluoropropyl)-1H-indol-2-yl)-1,3,4-oxadiazole ClC1=CC=C2C=C(N(C2=C1)CCCF)C=1OC=NN1